3,9-bis(2,4-di-t-butylphenoxy)-2,4,8,10-tetraoxaspiro[5.5]undecane C(C)(C)(C)C1=C(OC2OCC3(CO2)COC(OC3)OC3=C(C=C(C=C3)C(C)(C)C)C(C)(C)C)C=CC(=C1)C(C)(C)C